CONC(N)=O N'-methoxyurea